3-cyclopropyl-5-(2-naphthoyl)-8-fluoro-N-[6-(4-isopropyl-4H-1,2,4-triazol-3-yl)pyridin-2-yl]-5,6-dihydro-4H-benzo[f]imidazo[1,5-a][1,4]diazepine-9-carboxamide C1(CC1)C=1N=CN2C1CN(CC1=C2C=C(C(=C1)F)C(=O)NC1=NC(=CC=C1)C1=NN=CN1C(C)C)C(=O)C1=CC2=CC=CC=C2C=C1